3-(3-nitrobenzyl)-2-oxopyrrolidin [N+](=O)([O-])C=1C=C(CC2C(NCC2)=O)C=CC1